C(C)(C)(C)N(C(O)=O)C1=CC=C(C=C1)O.CC=1C(=C(N=NC1)C(=O)N)SC methyl-4-(methylthio)pyridazine-3-carboxamide tert-butyl-(4-hydroxyphenyl)carbamate